COC(C1=CC(=C(C=C1)OC(F)F)\C=C(/F)\C1=NC=C(N=C1)N)=O.NC=1N=CC(=NC1)/C(=C/C=1C=C(C(=O)O)C=CC1OC(F)F)/F 3-[(Z)-2-(5-aminopyrazin-2-yl)-2-fluoroethenyl]-4-(difluoromethoxy)benzoic acid Methyl-3-[(Z)-2-(5-Aminopyrazin-2-yl)-2-fluoroethenyl]-4-(difluoromethoxy)benzoate